1-(2-((2,4-dimethylphenyl)thio)-4-methylphenyl)-N,N-dimethylpiperidin-4-amine CC1=C(C=CC(=C1)C)SC1=C(C=CC(=C1)C)N1CCC(CC1)N(C)C